1,2,3-tri-O-galloyl-beta-D-glucopyranose C(C1=CC(O)=C(O)C(O)=C1)(=O)O[C@H]1[C@H](OC(C2=CC(O)=C(O)C(O)=C2)=O)[C@@H](OC(C2=CC(O)=C(O)C(O)=C2)=O)[C@H](O)[C@H](O1)CO